1-((3-(8-cyano-1-fluoroindolizin-5-yl)pyridin-4-yl)thio)cyclobutane C(#N)C1=CC=C(N2C=CC(=C12)F)C=1C=NC=CC1SC1CCC1